benzyl N-(5-bromo-2-methylpyridin-3-yl)carbamate BrC=1C=C(C(=NC1)C)NC(OCC1=CC=CC=C1)=O